CN(C1=CC=C(N=N1)C1=C(C=CC(=C1)C1=NNC=C1)O)C1CC(NC(C1)(C)C)(C)C 2-(6-(methyl(2,2,6,6-tetramethylpiperidin-4-yl)amino)pyridazin-3-yl)-4-(1H-pyrazol-3-yl)phenol